N-[2-(4-isopropylpiperazin-1-yl)ethyl]-6-[5-methoxy-3-(6-methyl-2-pyridyl)-1H-pyrazol-4-yl]-1,5-naphthyridin-3-amine C(C)(C)N1CCN(CC1)CCNC=1C=NC2=CC=C(N=C2C1)C=1C(=NNC1OC)C1=NC(=CC=C1)C